(R or S)-1-cyclobutyl-6-methylpiperazine-2,3-dione C1(CCC1)N1C(C(NC[C@H]1C)=O)=O |o1:9|